C1=C(C=CC2=CC=CC=C12)C=1N=C2OC=CN2C1C(=O)NC1CN(C1)C1=CC=CC=C1.[N].[Cr] Chromium nitrogen 6-(naphthalen-2-yl)-N-(1-phenylazetidin-3-yl)imidazo[2,1-b]oxazole-5-carboxamide